2,5-dimethoxybenzene tetraiodide [I-].[I-].[I-].[I-].COC1=CC=C(C=C1)OC